Methyl 1-(1-(difluoromethyl)cyclopropyl)-4-hydroxy-6-oxo-1,6-dihydropyridine-3-carboxylate FC(C1(CC1)N1C=C(C(=CC1=O)O)C(=O)OC)F